FC=1C=C(C=C(C1)OC(C)C)C1=CC=C(C(=N1)C1=CC=C(C=C1)C)C(=O)NS(=O)(=O)C1=CC=NN1 6-(3-Fluoro-5-isopropoxyphenyl)-2-(p-tolyl)-N-(1H-pyrazol-5-ylsulfonyl)pyridin-3-carboxamid